1,3-diaminobenzene-4,6-disulfonic acid NC1=CC(=C(C=C1S(=O)(=O)O)S(=O)(=O)O)N